FC=1C=CC(=C(C1)C1=CC=C(C=C1)N1N=NC(=C1)C1=CC=CC=C1)NC(C1=C(C=CC=C1)C(F)(F)F)=O N-(5-fluoro-4'-(4-phenyl-1H-1,2,3-triazol-1-yl)-[1,1'-biphenyl]-2-yl)-2-(trifluoromethyl)benzamide